COC1=C(C=C(C=C1)[N+](=O)[O-])C1=CC2=C(C=N1)C=CN2S(=O)(=O)C2=CC=C(C)C=C2 6-(2-methoxy-5-nitrophenyl)-1-tosyl-1H-pyrrolo[3,2-c]pyridine